diazodicarboxamide [N+](=[N-])(C(=O)N)C(=O)N